(R)-7-cyclobutyl-3-((1,1-dioxido-2,3-dihydrothiophen-3-yl)carbamoyl)-2-methoxyquinolin-8-yl phenylcarbamate C1(=CC=CC=C1)NC(OC=1C(=CC=C2C=C(C(=NC12)OC)C(N[C@H]1CS(C=C1)(=O)=O)=O)C1CCC1)=O